N1(C=CC=CC2=C1C=CC(=C2)O)O BENZAZEPIN-1,7-DIOL